4-bromo-7-(bromomethyl)benzofuran-6-carboxylic acid methyl ester COC(=O)C1=C(C2=C(C=CO2)C(=C1)Br)CBr